FC(S(=O)(=O)O[C@@H](C(=O)OC)CC#C)(F)F methyl (R)-2-(((trifluoromethyl)sulfonyl)oxy)pent-4-ynoate